C(#N)[C@H]1[C@@H](COCC1)N1N=C(C(=C1)C(=O)N)NC1=CC2=C(B(OC2)O)C=C1 1-(trans-4-cyanotetrahydro-2H-pyran-3-yl)-3-((1-hydroxy-1,3-dihydrobenzo[c][1,2]oxaborole-5-yl)amino)-1H-pyrazole-4-carboxamide